benzyl-dimethyl-(2-hydroxypropyl)ammonium formate C(=O)[O-].C(C1=CC=CC=C1)[N+](CC(C)O)(C)C